tert-Butyl (R)-(2-methyl-3-((5-(methylthio)pyrimidin-2-yl)amino)propyl)carbamate C[C@@H](CNC(OC(C)(C)C)=O)CNC1=NC=C(C=N1)SC